3-isocyanatomethylhexane N(=C=O)CC(CC)CCC